P(=O)(OCC1=CC=CC=C1)(OCC1=CC=CC=C1)OCC1=CC=CC=C1 tribenzyl phosphate